tert-butyl (5R)-5-[(4-tert-butylphenyl)-[2-oxo-1-(3-pyridyl)-2-(tetrahydropyran-4-ylamino)ethyl]carbamoyl]-2,2-dimethyl-morpholine-4-carboxylate C(C)(C)(C)C1=CC=C(C=C1)N(C(=O)[C@H]1COC(CN1C(=O)OC(C)(C)C)(C)C)C(C(NC1CCOCC1)=O)C=1C=NC=CC1